Natrium behenat C(CCCCCCCCCCCCCCCCCCCCC)(=O)[O-].[Na+]